C(OC[C@]1(O[C@H]([C@@H]([C@@H]1O)O)C1=CC=C2C(=NC=NN21)N)C#N)(OCCOCCC)=O ((2R,3S,4R,5S)-5-(4-aminopyrrolo[2,1-f][1,2,4]triazin-7-yl)-2-cyano-3,4-dihydroxytetrahydrofuran-2-yl)methyl (2-propoxyethyl) carbonate